OC(C=O)CCCCC alpha-Hydroxyheptanal